COC(CN1N=NC=C1C1=CC=C(C=C1)OC)OC 1-(2,2-Dimethoxyethyl)-5-(4-methoxyphenyl)-1H-1,2,3-triazole